(2S,4S)-4-fluoro-1-[2-[4-(6-isoquinolinoyloxy)-1-piperidinyl]acetyl]pyrrolidine-2-carbonitrile F[C@H]1C[C@H](N(C1)C(CN1CCC(CC1)OC(=O)C=1C=C2C=CN=CC2=CC1)=O)C#N